OC1=CC=C(C=C1)C=1N(C(C(=CN1)NCCCC1=CC=CC=C1)=O)CC(=O)OCCCC butyl 2-(2-(4-hydroxyphenyl)-6-oxo-5-((3-phenylpropyl)amino) pyrimidin-1(6H)-yl)acetate